(S)-1-(3-(4-((3,4-dichloro-2-fluorophenyl)amino)quinazolin-6-yl)piperidin-1-yl)prop-2-en-1-one ClC=1C(=C(C=CC1Cl)NC1=NC=NC2=CC=C(C=C12)[C@H]1CN(CCC1)C(C=C)=O)F